C(C)OC(=O)[C@H]1[C@@H]2C3CC3[C@H]([C@@H]1NC1=NC(=NN3C1=CC=C3C3CC3)C3=NNC1=NC=C(C=C13)F)CC2.C21CCCC(CC2)C1 bicyclo[3.2.1]octan (1R,5S,6S,7S)-ethyl-7-((7-cyclopropyl-2-(5-fluoro-1H-pyrazolo[3,4-b]pyridin-3-yl)pyrrolo[2,1-f][1,2,4]triazin-4-yl)amino)tricyclo[3.2.2.02,4]nonane-6-carboxylate